NCC1=NNC(C2=CC=C(C=C12)C1=C(N(N=C1)C)C=1C(=CC2=CC=CC=C2C1F)C#N)=O (M)-3-[4-[4-(aminomethyl)-1-oxo-2H-phthalazin-6-yl]-2-methyl-pyrazol-3-yl]-4-fluoro-naphthalene-2-carbonitrile